BrC1=NC=C(N=C1)N1C[C@@H](N(CC1)C1=NC=C(C=C1)F)COCCF (R)-2-bromo-5-(3-((2-fluoroethoxy)methyl)-4-(5-fluoropyridin-2-yl)piperazin-1-yl)pyrazine